6-bromo-1,2,4-triazine-3,5(2H,4H)-dione-1-d BrC1C(NC(NN1[2H])=O)=O